dithienyl-pyrrolopyrroledione S1C(=CC=C1)C1=C(N=C2C1=NC(C2=O)=O)C=2SC=CC2